NC1=C(C=C(C(=O)N2CCOC3=C2C=CC=C3C#CC3=C2CN(C(C2=CC=C3)=O)C3C(NC(CC3)=O)=O)C=C1)OC 3-(4-{2-[4-(4-amino-3-methoxybenzoyl)-2,3-dihydro-1,4-benzoxazin-8-yl]ethynyl}-1-oxo-3H-isoindol-2-yl)piperidine-2,6-dione